O=C=C1C=C(CO)C=CC1=C=O 3,4-dioxomethylenebenzyl alcohol